CC1(C(C(C=CC1)(C)C)C=1C(=O)NC(C1)=O)C 2,6-dimethyl-2,6-xylylmaleimide